D-Gluconate Sodium salt [Na+].O=C([C@H](O)[C@@H](O)[C@H](O)[C@H](O)CO)[O-]